di-hydroxyethyl-m-toluidine OC(CNC1=CC(=CC=C1)C)O